C(C)OC(C(C1=CNC2=CC=CC=C12)C1=CC=C(C=C1)NCC1=CC=CC=C1)=O 2-(4-(benzylamino)phenyl)-2-(1H-indol-3-yl)acetic acid ethyl ester